ethyl (3R)-4-(5-fluoro-1-methyl-pyrazol-4-yl)-2-oxo-pyrrolidine-3-carboxylate FC1=C(C=NN1C)C1[C@H](C(NC1)=O)C(=O)OCC